N-benzyl-2-(2,6-dioxopiperidin-3-yl)-1,3-dioxoisoindoline-5-carboxamide C(C1=CC=CC=C1)NC(=O)C=1C=C2C(N(C(C2=CC1)=O)C1C(NC(CC1)=O)=O)=O